C[C@]1(CC(OC1)=O)C(F)(F)F |r| rac-4-methyl-4-(trifluoromethyl)dihydrofuran-2(3H)-one